5-(2-(4-(2-(3-aminoazetidin-1-yl)pyrimidin-5-yl)phenyl)propan-2-yl)-3-chloro-2-(2-chloroethoxy)benzonitrile NC1CN(C1)C1=NC=C(C=N1)C1=CC=C(C=C1)C(C)(C)C=1C=C(C(=C(C#N)C1)OCCCl)Cl